tert-butyl 3-hydroxy-4-(pyridin-2-yl)-1H-pyrazole-1-carboxylate OC1=NN(C=C1C1=NC=CC=C1)C(=O)OC(C)(C)C